FC(OC[C@@H](C1=CC(=CC=C1)OC(F)F)NC(C[C@](CC(C)C)(C)O)=O)F (R)-N-((R)-2-(Difluoromethoxy)-1-(3-(difluoromethoxy)phenyl)ethyl)-3-hydroxy-3,5-dimethylhexanamid